ClC1=C(C=C2CCN(C2=C1)C1=NC=NC2=CC=C(C=C12)C1=CN=CC(=N1)C(=O)O)F 6-[4-(6-chloro-5-fluoro-indolin-1-yl)quinazolin-6-yl]pyrazine-2-carboxylic acid